(3S)-3-{4-[(2R)-2,3-dimethylbutoxy]phenyl}hex-4-ynoic acid C[C@@H](COC1=CC=C(C=C1)[C@H](CC(=O)O)C#CC)C(C)C